N-(2-methyl-3-fluoro-4-bromophenyl)-3,3-dimethylbutanamide CC1=C(C=CC(=C1F)Br)NC(CC(C)(C)C)=O